C1(CC1)CN1C(=NC2=C1C=CC=C2)C2CCN(CC2)C(C)C2=CC=C1C(=NN(C1=C2)C)C2=CC(=CC=C2)F 6-(1-(4-(1-(cyclopropylmethyl)-1H-benzo[d]imidazol-2-yl)piperidin-1-yl)ethyl)-3-(3-fluorophenyl)-1-methyl-1H-indazole